((1,1,3,3-tetramethoxydisiloxane-1,3-diyl)bis(propane-3,1-diyl))bis(1,1,1-trimethyl-N-phenylsilaneamine) CO[Si](O[Si](OC)(OC)CCCN([Si](C)(C)C)C1=CC=CC=C1)(OC)CCCN([Si](C)(C)C)C1=CC=CC=C1